4-(2-(4-((3-hydroxypropyl)(methyl)amino)benzylidene)hydrazino)benzoic acid OCCCN(C1=CC=C(C=NNC2=CC=C(C(=O)O)C=C2)C=C1)C